2-(((1r,4r)-4-((bis(3-fluorophenyl)carbamoyl-oxy)methyl)cyclohexyl)methoxy)acetic acid FC=1C=C(C=CC1)N(C(=O)OCC1CCC(CC1)COCC(=O)O)C1=CC(=CC=C1)F